C(C)(C)(C)OC(=O)N1CC(C1)C12CC(C1)(C2)C2=CC(=CC=C2)OC(F)(F)F 3-[3-[3-(trifluoromethoxy)phenyl]-1-bicyclo[1.1.1]pentanyl]azetidine-1-carboxylic acid tert-butyl ester